P(=O)(OC[N+]1=C(C(=CC=C1)C1=CC(=NO1)CC1=CC=C(C=C1)CC1=CC(=NC=C1)F)N)(O)[O-] (2-amino-3-(3-(4-((2-fluoropyridin-4-yl)methyl)benzyl)isoxazol-5-yl)pyridin-1-ium-1-yl)methyl hydrogen phosphate